C(C)(SC[C@H]1O[C@H]([C@@H]2OC(O[C@@H]21)(C)C)N2N=CC=1C2=NC(=C(C1N[C@@H](C)C1=CC=C(C=C1)F)C#N)Cl)=O S-(((3aS,4S,6R,6aR)-6-(6-chloro-5-cyano-4-(((S)-1-(4-fluorophenyl)ethyl)amino)-1H-pyrazolo[3,4-b]pyridin-1-yl)-2,2-dimethyltetrahydrofuro[3,4-d][1,3]dioxol-4-yl)methyl) ethanethioate